8-[4-(4-cyanophenyl)phenoxy]octyl 2,5-dihydroxybenzoate OC1=C(C(=O)OCCCCCCCCOC2=CC=C(C=C2)C2=CC=C(C=C2)C#N)C=C(C=C1)O